guanidine boron [B].NC(=N)N